N[C@@H](C(C)C)C(=O)OC valine, methyl ester